FC1(CCC(CC1)NC(=O)C=1SC(=C(C1)[C@@H]1[C@H](C1)NC1CCOCC1)C)F N-(4,4-difluorocyclohexyl)-5-methyl-4-((1R,2S)-2-(tetrahydro-2H-pyran-4-ylamino)cyclopropyl)thiophene-2-carboxamide